C(#N)N1C[C@@](CCC1)(F)C1=NC=2C(=NC(=CC2)C2=CC=CC(=N2)C#N)N1 (R)-6-(2-(1-cyano-3-fluoropiperidin-3-yl)-3H-imidazo[4,5-b]pyridin-5-yl)picolinenitrile